2-((2R,3R,4S,5R)-3-(3,4-Difluoro-2-methylphenyl)-4-hydroxy-5-methyl-5-(trifluoromethyl)tetrahydrofuran-2-yl)-4-oxo-1,4-dihydro-1,6-naphthyridine-5-carboxamide FC=1C(=C(C=CC1F)[C@H]1[C@@H](O[C@]([C@H]1O)(C(F)(F)F)C)C=1NC=2C=CN=C(C2C(C1)=O)C(=O)N)C